NCCNCCNCCC[Si](OC)(OC)OC N-(2-Aminoethyl)-N'-[3-(trimethoxy-silyl)propyl]ethylendiamin